CC=1C=C(SC1NC(=O)C=1C=NN2C1SC(=C2)C=2C=NN(C2)C)C(=O)O 4-methyl-5-(2-(1-methyl-1H-pyrazol-4-yl)pyrazolo[5,1-b]thiazole-7-carboxamido)thiophene-2-carboxylic acid